C(NC(C=C)=O)NC(C=C)=O N,N'-Methylenebis(acryl-amide)